2-thioxanthine N1C(=S)NC=2N=CNC2C1=O